C(C)S(=O)(=O)C=1C(=NC=C(C1)C=1C=NC(=NC1)OC)C1=NC=2N(C=C1)N=C(N2)C(F)(F)F 5-(3-(ethylsulfonyl)-5-(2-methoxypyrimidin-5-yl)pyridin-2-yl)-2-(trifluoromethyl)-[1,2,4]triazolo[1,5-a]pyrimidine